O(C1=CC=CC=C1)C=1C=C(C=CC1)C1=CN=C(N1)C(=O)NC=1C=C(C(=O)O)C=CC1 m-[5-(m-phenoxyphenyl)-1H-imidazol-2-ylcarbonylamino]benzoic acid